FC(OC=1C=CC(=C(C1)C=1C2=C(N(N1)C(C)C)CC(CO2)C(=O)N[C@@]2(CS(CC2)(=O)=O)C)F)F 3-(5-(difluoromethoxy)-2-fluorophenyl)-1-isopropyl-N-((S)-3-methyl-1,1-dioxidotetrahydrothiophen-3-yl)-1,5,6,7-tetrahydropyrano[3,2-c]pyrazole-6-carboxamide